Racemic-N-(8-amino-2,7-naphthyridin-4-yl)-2-((2R,5S)-2-(2-(1-(dimethylamino)propan-2-yl)benzo[d]thiazol-5-yl)-5-methylpiperidin-1-yl)-2-oxoacetamide NC=1N=CC=C2C(=CN=CC12)NC(C(=O)N1[C@H](CC[C@@H](C1)C)C=1C=CC2=C(N=C(S2)[C@@H](CN(C)C)C)C1)=O |&1:30|